CN(C1CCCCC1)CC1=C(C(=CC=C1)Br)N methyl-N-cyclohexyl-2-amino-3-bromobenzylamine